CN1N=CC(=C1)CCOC1=NC(=CC(=N1)N1CCOCC1)N1N=C(C=C1)CCC 4-(2-(2-(1-methyl-1H-pyrazol-4-yl)ethoxy)-6-(3-propyl-1H-pyrazol-1-yl)pyrimidin-4-yl)morpholine